tert-Butyl 2-chloro-7,7-dimethyl-7,8-dihydro-1,6-naphthyridine-6(5H)-carboxylate ClC1=NC=2CC(N(CC2C=C1)C(=O)OC(C)(C)C)(C)C